3-(2,3-dihydro-1H-indol-6-yl)-6-methyl-1H-indazole N1CCC2=CC=C(C=C12)C1=NNC2=CC(=CC=C12)C